2-(1H-pyrrolo[2,3-b]pyridin-3-yl)acetamide N1C=C(C=2C1=NC=CC2)CC(=O)N